4-Chloro-7-(2-trimethylsilylethoxymethyl)-7H-pyrrolo[2,3-d]pyrimidine ClC=1C2=C(N=CN1)N(C=C2)COCC[Si](C)(C)C